(S)-quinuclidin-3-yl (5-(2,3-difluorophenyl)-2,3-dihydro-1H-inden-1-yl)carbamat FC1=C(C=CC=C1F)C=1C=C2CCC(C2=CC1)NC(O[C@@H]1CN2CCC1CC2)=O